spiro[2.3]hexane-5-carboxamide C1CC12CC(C2)C(=O)N